di-p-anisoyltartaric acid C(C1=CC=C(C=C1)OC)(=O)C(C(C(=O)O)(O)C(C1=CC=C(C=C1)OC)=O)(O)C(=O)O